BrC1=CC(=NC=C1)C(=O)Cl 4-bromo-2-pyridinecarbonyl chloride